5-((3-fluorobenzyl)oxy)indole-2,3-dione FC=1C=C(COC=2C=C3C(C(NC3=CC2)=O)=O)C=CC1